COC1=CC=C(C=C1)N1C=C(CC(=C1)C(C1=CC=CC=C1)=O)C(C1=CC=CC=C1)=O 1-(4-methoxyphenyl)-3,5-dibenzoyl-1,4-dihydropyridine